FC=1C(=C(C(=CC1)C(C)C)NC(=O)NS(=O)(=O)C=1SC(=CC1)C(C)(C)O)C(C)C N-(3-fluoro-2,6-diisopropylphenylcarbamoyl)-5-(2-hydroxypropan-2-yl)thiophene-2-sulfonamide